5-[2-[4-(5,5-Dimethylheptyl)phenyl]ethyl]benzene-1,3-diol CC(CCCCC1=CC=C(C=C1)CCC=1C=C(C=C(C1)O)O)(CC)C